2-(4-Nitrophenyl)-5-(trifluoromethyl)-1H-benzimidazole [N+](=O)([O-])C1=CC=C(C=C1)C1=NC2=C(N1)C=CC(=C2)C(F)(F)F